benzene-1,3,4-tricarboxylic acid C1(=CC(=C(C=C1)C(=O)O)C(=O)O)C(=O)O